benzoic acid sulfate S(=O)(=O)(O)O.C(C1=CC=CC=C1)(=O)O